3-(2-methoxyphenyl)-1-phenylpropan-2-yn-1-one COC1=C(C=CC=C1)C#CC(=O)C1=CC=CC=C1